(2R,3S,5R)-3-(3,4-difluoro-2-methoxy-phenyl)-5-methyl-N-[2-(1,2,4-oxadiazol-3-yl)-4-pyridinyl]-5-(trifluoromethyl)tetrahydrothiophene-2-carboxamide FC=1C(=C(C=CC1F)[C@H]1[C@@H](S[C@](C1)(C(F)(F)F)C)C(=O)NC1=CC(=NC=C1)C1=NOC=N1)OC